FC(S(=O)(=O)OC=1C=2C(N(C(C1)=O)CCO[Si](C)(C)C(C)(C)C)=CN(N2)C2OCCCC2)(F)F 4-(2-((tert-butyldimethylsilyl)oxy)ethyl)-5-oxo-2-(tetrahydro-2H-pyran-2-yl)-4,5-dihydro-2H-pyrazolo[4,3-b]pyridin-7-yl trifluoromethanesulfonate